5-[2-(methylamino)ethoxy]pyrimidin-4-amine CNCCOC=1C(=NC=NC1)N